IC1=CC(=NC(=C1)Cl)Cl 4-iodo-2,6-dichloropyridine